N-[(3R,4R)-4-acetamidopyrrolidin-3-yl]acetamide C(C)(=O)N[C@H]1[C@@H](CNC1)NC(C)=O